3,3,4,4,5,5-hexadeuteriotetrahydrofuran-2-one [2H]C1(C(OC(C1([2H])[2H])([2H])[2H])=O)[2H]